(3S)-N-[4-methyl-3-[2-(5-methyl-1H-pyrazol-3-yl)-6-(morpholin-4-yl)pyridin-4-yl]phenyl]-3-(2,2,2-trifluoroethyl)pyrrolidine-1-carboxamide CC1=C(C=C(C=C1)NC(=O)N1C[C@@H](CC1)CC(F)(F)F)C1=CC(=NC(=C1)N1CCOCC1)C1=NNC(=C1)C